CP(ON1C=COC=C1)([O-])=O [1,4-oxazin-4-yl] methylphosphonate